N-[1-{1-Isobutyrylazetidin-3-yl}-3-(pyridine-2-yl)-1H-pyrazol-4-yl]-5-(1H-pyrazol-4-yl)furan-2-carboxamide, Formate Salt C(=O)O.C(C(C)C)(=O)N1CC(C1)N1N=C(C(=C1)NC(=O)C=1OC(=CC1)C=1C=NNC1)C1=NC=CC=C1